2-Ethoxy-4-{6-[2-(4-fluoro-7-methoxy-2-methyl-benzofuran-3-yl)-ethylamino]-pyrimidin-4-yl}-benzoic acid C(C)OC1=C(C(=O)O)C=CC(=C1)C1=NC=NC(=C1)NCCC1=C(OC2=C1C(=CC=C2OC)F)C